germoleamide propylaminoxide C(CC)N[O-].[GeH]1(C=CC=C1)C(=O)N